C(C)N1CC2(C1)CC(C2)C(=O)N[C@@H](CCCCCC(CC)=O)C=2NC(=CN2)C=2C(=NC1=CC=CC=C1C2)OC (S)-2-ethyl-N-(1-(5-(2-methoxyquinolin-3-yl)-1H-imidazol-2-yl)-7-oxononyl)-2-azaspiro[3.3]heptane-6-carboxamide